FC(C1=CC(=NN1CC(=O)N1[C@@H](C[C@H](C1)F)C(=O)N[C@@H](C1=CC=CC=C1)C1=NC(=C(C=C1)C(C)C)F)C)F (2S,4R)-1-{2-[5-(difluoromethyl)-3-methyl-1H-pyrazol-1-yl]acetyl}-4-fluoro-N-[(S)-[6-fluoro-5-(propan-2-yl)pyridin-2-yl](phenyl)methyl]pyrrolidine-2-carboxamide